ClC=1C(=C(CN2C(CC(CC2)(C(=O)O)CC2=NC(=CC=C2F)NC=2SC=CN2)CN(C)C)C=CC1)F 1-(3-chloro-2-fluorobenzyl)-2-((dimethylamino)methyl)-4-((3-fluoro-6-(thiazol-2-ylamino)pyridin-2-yl)methyl)piperidine-4-carboxylic acid